(R)-3-(allyloxy)-2-(2,6-dichloro-4-(4-chloro-6-iodothieno[2,3-d]pyrimidin-5-yl)-3,5-dimethylphenoxy)propyl acetate C(C)(=O)OC[C@@H](COCC=C)OC1=C(C(=C(C(=C1Cl)C)C1=C(SC=2N=CN=C(C21)Cl)I)C)Cl